2-(5-Methyl-2-prop-1-en-2-ylphenyl)-5-pentylbenzene-1,3-diol CC=1C=CC(=C(C1)C1=C(C=C(C=C1O)CCCCC)O)C(=C)C